C12CNCC(CC1)N2C=2SC=1CN(CC(C1N2)(C)C)C(CC(C)C)=O 1-(2-(3,8-diazabicyclo[3.2.1]octan-8-yl)-7,7-dimethyl-6,7-dihydrothiazolo[5,4-c]pyridin-5(4H)-yl)-3-methylbutan-1-one